NC1=C(CNC(C=2C(N)=CC=CC2)=O)C=CC=C1 anthranilic acid (2-aminobenzylamide)